C(C)(=O)OC(C1=C(C(=CC=C1C)N)C)OC(C)=O (3-amino-2,6-dimethylphenyl)methylene diacetate